(S)-quinuclidin-3-yl (6-(2,5-difluorophenyl)-1,2,3,4-tetrahydronaphthalen-1-yl)carbamate FC1=C(C=C(C=C1)F)C=1C=C2CCCC(C2=CC1)NC(O[C@@H]1CN2CCC1CC2)=O